COC1=CC2=C([C@H](C2)CNC)C=C1OC (1S)-4,5-dimethoxy-1-[(methylamino)methyl]benzocyclobutane